COCCOC1=C(C=CC=C1)NC(=O)C=1SC=CC1 N-(2-(2-methoxyethoxy)phenyl)thiophene-2-carboxamide